(2R,3R)-2-(4-hydroxyphenyl)-3,4-dihydroxybutyronitrile OC1=CC=C(C=C1)[C@H](C#N)[C@H](CO)O